(R)-(3,3-dimethylmorpholine) CC1(NCCOC1)C